4-[(3S)-3-[tert-butoxycarbonyl(2-oxabicyclo[2.1.1]hexan-1-ylmethyl)amino]pyrrolidin-1-yl]-6-fluoro-2-methyl-indazole-7-carboxylic acid C(C)(C)(C)OC(=O)N([C@@H]1CN(CC1)C=1C2=CN(N=C2C(=C(C1)F)C(=O)O)C)CC12OCC(C1)C2